3-ethyl-9-fluoro-8-(hydroxymethyl)-1-(4-methoxybenzyl)-6-methyl-1H-pyrimido[4,5,6-de]quinazolin-2,5(3H,6H)-dione C(C)N1C(N(C=2C(=C(C=C3C2C1=NC(N3C)=O)CO)F)CC3=CC=C(C=C3)OC)=O